4-(tert-butoxy)-7-(8-ethynyl-3-(methoxymethoxy)naphthalen-1-yl)-6,8-difluoro-2-(((2R,7aS)-2-fluorotetrahydro-1H-pyrrolizin-7a(5H)-yl)methoxy)quinazoline C(C)(C)(C)OC1=NC(=NC2=C(C(=C(C=C12)F)C1=CC(=CC2=CC=CC(=C12)C#C)OCOC)F)OC[C@]12CCCN2C[C@@H](C1)F